5-Bromo-3-methoxy-2-[(5-methoxy-2-pyridinyl)methoxy]pyridine Ammonium [NH4+].BrC=1C=C(C(=NC1)OCC1=NC=C(C=C1)OC)OC